3-(1-Acetyl-4-methoxypiperidin-4-yl)-8-(benzyloxy)-5-chloro-1,7-dimethyl-1,6-naphthyridin C(C)(=O)N1CCC(CC1)(OC)C=1CN(C2=C(C(=NC(=C2C1)Cl)C)OCC1=CC=CC=C1)C